9,9-bis(2'-hydroxyethyl)-2,7-bis[3-(naphthalene-2-yl)phenyl]-9H-fluorene OCCC1(C2=CC(=CC=C2C=2C=CC(=CC12)C1=CC(=CC=C1)C1=CC2=CC=CC=C2C=C1)C1=CC(=CC=C1)C1=CC2=CC=CC=C2C=C1)CCO